C(OCC1=NN(C=C1)C1CCC1)(OC1=CC=C(C=C1)[N+](=O)[O-])=O (1-cyclobutyl-1H-pyrazol-3-yl)methyl (4-nitrophenyl) carbonate